(R)-1-(1-acryloylpyrrolidin-3-yl)-3-(4-(4-(trifluoromethyl)phenoxy)phenyl)-1H-imidazo[4,5-c]pyridin-2(3H)-one C(C=C)(=O)N1C[C@@H](CC1)N1C(N(C=2C=NC=CC21)C2=CC=C(C=C2)OC2=CC=C(C=C2)C(F)(F)F)=O